3-(4-(3-(8-methyl-4-oxo-4,5-dihydro-3H-pyrimido[5,4-b]indol-3-yl)propanoyl)piperazin-1-yl)benzoic acid CC1=CC=2C3=C(NC2C=C1)C(N(C=N3)CCC(=O)N3CCN(CC3)C=3C=C(C(=O)O)C=CC3)=O